3-phenyl-4-methyl-4,5-dihydro-1H-pyrazole-1-carboximidamide C1(=CC=CC=C1)C1=NN(CC1C)C(N)=N